ClC=1C=C(C=CC1Cl)NC(=O)N1C2CCC1CC1=C2C=CC=C1F N-(3,4-dichlorophenyl)-1-fluoro-6,7,8,9-tetrahydro-5H-5,8-epiminobenzo[7]annulene-10-carboxamide